O=C([C@H](C[C@H]1C(NCC1)=O)NC(=O)C1NCC2C1CCC2)COC(F)(F)F N-((S)-3-oxo-1-((S)-2-oxopyrrolidin-3-yl)-4-(trifluoromethoxy)butan-2-yl)octahydrocyclopenta[c]Pyrrole-1-carboxamide